Tert-Butyl (1-(3-carbamoyl-6-(4-cyano-3-fluorophenyl)-5-(1-methyl-1H-indazol-5-yl)pyrid-2-yl)piperid-4-yl)carbamate C(N)(=O)C=1C(=NC(=C(C1)C=1C=C2C=NN(C2=CC1)C)C1=CC(=C(C=C1)C#N)F)N1CCC(CC1)NC(OC(C)(C)C)=O